4-Chloro-5-fluoro-1-(4-(4-(methylsulfonyl)piperazin-1-yl)phenyl)-1H-indazol-6-ol ClC1=C2C=NN(C2=CC(=C1F)O)C1=CC=C(C=C1)N1CCN(CC1)S(=O)(=O)C